5-((1S,2S)-2-(6-chloro-3-fluoroimidazo[1,2-b]pyridazin-8-yl)cyclopropyl)picolinonitrile ClC=1C=C(C=2N(N1)C(=CN2)F)[C@@H]2[C@H](C2)C=2C=CC(=NC2)C#N